1-(2-fluoro-4-((5-(3-morpholinopropoxy)-2,3-dihydro-[1,4]dioxino[2,3-f]quinazolin-10-yl)oxy)phenyl)-3-(2-fluoro-5-(trifluoromethyl)phenyl)urea FC1=C(C=CC(=C1)OC1=NC=NC2=CC(=C3C(=C12)OCCO3)OCCCN3CCOCC3)NC(=O)NC3=C(C=CC(=C3)C(F)(F)F)F